4-fluoro-benzimidazol FC1=CC=CC=2N=CNC21